tert-butyl 3-((cis)-6,6-difluoro-1-methylhexahydropyrrolo[3,2-c]pyrazol-2(1H)-yl)-2,2-dimethylpropionate FC1(CN[C@@H]2[C@H]1N(N(C2)CC(C(=O)OC(C)(C)C)(C)C)C)F